FC(C=1C(=C(C=CC1)C(C)NC1=CC=NC2=CC=CC=C12)F)F 4-((1-(3-(difluoromethyl)-2-fluorophenyl)ethyl)amino)quinolin